O.S(=O)(=O)([O-])[O-].C1(CC1)C[NH+]1CCN(CC1)C(C1=CC=C(C=C1)NS(=O)(=O)C=1C=CC=C2C=CC=NC12)=O.O.O.C1(CC1)C[NH+]1CCN(CC1)C(C1=CC=C(C=C1)NS(=O)(=O)C=1C=CC=C2C=CC=NC12)=O 1-(cyclopropylmethyl)-4-(4-(quinoline-8-sulfonylamino)benzoyl)piperazin-1-ium hemisulfate sesquihydrate